FC(OC1=C(NC=2C=NC=3CCNCC3C2)C=CC=C1)(F)F 3-[2-(trifluoromethoxy)anilino]-7,8-dihydro-5H-1,6-naphthyridin